C(C)(C)(C)C1=CC=C(C=C1)C1=CC=C(C=C1)[C@@H](CC1=CC=C(C(=O)NCCS(=O)(=O)[O-])C=C1)C(NC1=CC=C(C=C1)C1=C(C=C(C=C1C)C)C)=O.[Na+] sodium (R)-2-(4-(2-(4'-(tert-butyl)-[1,1'-biphenyl]-4-yl)-3-oxo-3-((2',4',6'-trimethyl-[1,1'-biphenyl]-4-yl)amino)propyl)benzamido)ethane-1-sulfonate